2-fluoro-N-(6-(5-methyl-1H-indazol-4-yl)imidazo[1,2-a]pyridin-2-yl)cyclopropane-1-carboxamide FC1C(C1)C(=O)NC=1N=C2N(C=C(C=C2)C2=C3C=NNC3=CC=C2C)C1